ClC1=CC=C(C=C1)NS(=O)(=O)C=1C=C(C=CC1OC)NC(=S)C=1OC=CN1 N-(3-(N-(4-chlorophenyl)sulfamoyl)-4-methoxyphenyl)oxazole-2-carbothioamide